COC1=C(C=CC=C1)P(C(=C=C)C1=CC=CC=C1)(C1=C(C=CC=C1)OC)=O bis(2-methoxyphenyl)(1-phenylpropa-1,2-dien-1-yl)phosphine oxide